((methylamino)methyl)azetidin-2-one CNCN1C(CC1)=O